2-benzyl 1-(tert-butyl) (2S,4S)-4-methyl-5-oxopyrrolidine-1,2-dicarboxylate C[C@H]1C[C@H](N(C1=O)C(=O)OC(C)(C)C)C(=O)OCC1=CC=CC=C1